ClC1=CC=C(C(=C1)C1=CC=CC=C1)O 5-chloro-[1,1'-biphenyl]-2-ol